tert-butyl 19-(2,6-dimethylphenyl)-15,15-dioxo-2,8-dioxa-15λ6-thia-5,16,18,21-tetraazatetracyclo[15.3.1.13,7.110,14]tricosa-1(21),10,12,14(22),17,19-hexaene-5-carboxylate CC1=C(C(=CC=C1)C)C=1N=C2NS(C=3C=CC=C(COC4CN(CC(OC(C1)=N2)C4)C(=O)OC(C)(C)C)C3)(=O)=O